5-(tert-butoxy)-2,4-dichloroaniline C(C)(C)(C)OC=1C(=CC(=C(N)C1)Cl)Cl